CC1(CN(CCN1C(=O)C1=CN(C(C=C1)=O)C)[C@H](C(=O)NC1=NC=C(C=C1)OC1=CC=C(C=C1)F)C)C (S)-2-(3,3-dimethyl-4-(1-methyl-6-oxo-1,6-dihydropyridine-3-carbonyl)piperazin-1-yl)-N-(5-(4-fluorophenoxy)pyridin-2-yl)propanamide